3-azabicyclo[3.2.1]octane-2,4-dione C12C(NC(C(CC1)C2)=O)=O